N-Fmoc-N-palmitoyl-L-lysine C(=O)(OCC1C2=CC=CC=C2C2=CC=CC=C12)N([C@@H](CCCCN)C(=O)O)C(CCCCCCCCCCCCCCC)=O